NC1=CC=C(C=C1)NC(CN1CCN(CC1)CC1=CN=C(S1)N)=O N-(4-Aminophenyl)-2-(4-((2-aminothiazol-5-yl)methyl)piperazin-1-yl)acetamide